C(#N)C1=CC(=C(COC2=CC=CC(=N2)C2CCN(CC2)C(CF)C2=NC3=C(N2C[C@H]2OCC2)C=C(C=C3)C(=O)OC)C=C1)F methyl 2-(1-(4-(6-((4-cyano-2-fluorobenzyl)oxy)pyridin-2-yl)piperidin-1-yl)-2-fluoroethyl)-1-(((S)-oxetan-2-yl)methyl)-1H-benzo[d]imidazol-6-carboxylate